N1=C(C=CC=C1)C(CC)N1C(C=C(C=C1)C1=NN(C=2C1=NC=CC2)C2=CC=C(C=C2)C(F)(F)F)=O 1-(1-(pyridin-2-yl)propyl)-4-(1-(4-(trifluoromethyl)phenyl)-1H-pyrazolo[4,3-b]pyridin-3-yl)pyridin-2(1H)-one